1-((1S,4aS,4bR,6aR,8R,11aS,11bR,13aS)-8-hydroxy-8,13a-dimethyloctadecahydro-1H-cyclohepta[a]phenanthren-1-yl)ethan-1-one O[C@]1(C[C@@H]2[C@@H]([C@H]3CC[C@@]4([C@H](CCC[C@H]4[C@@H]3CC2)C(C)=O)C)CCC1)C